5-{3-(benzyloxy)-7-[(4,4-difluorobutyl)amino]-1-fluoro-5,6,7,8-tetrahydronaphthalen-2-yl}-1λ6,2,5-thiadiazolidine-1,1,3-trione C(C1=CC=CC=C1)OC=1C(=C(C=2CC(CCC2C1)NCCCC(F)F)F)N1CC(NS1(=O)=O)=O